2,2,2-trifluoroethyl 2-[[5-carbamoyl-6-(trifluoromethoxy)-3-pyridyl]amino]-2-oxo-acetate C(N)(=O)C=1C=C(C=NC1OC(F)(F)F)NC(C(=O)OCC(F)(F)F)=O